COCCOCCCC(=O)NS(=O)(=O)C=1C=CC=C2C=CC=C(C12)NC(=O)C1=CC=C(C=C1)C1=CC=C(C=C1)NC(=O)C1=CC=C(C=C1)C1=CC=C(C=C1)C(=O)OC methyl 4'-((4'-[(8-([4-(2-methoxy ethoxy)butanamido] sulfonyl)naphthalen-1-yl)carbamoyl]-[1,1'-biphenyl]-4-yl) carbamoyl)-[1,1'-biphenyl]-4-carboxylate